CCC1=CC(=CC(=C1N)CC)O Hydroxyaniline